CCCCCCCCCCCCCCCC(=O)OC[C@H](COP(=O)(O)OC[C@H](CO)O)OC(=O)CCCCCCCCC/C=C\\CCCCCC The molecule is a 1,2-diacyl-sn-glycero-3-phospho-(1'-sn-glycerol) in which the 1- and 2-acyl groups are specified as hexadecanoyl (palmitoyl) and (11Z)-octadec-9-enoyl respectively. It has a role as a mouse metabolite. It derives from a cis-vaccenic acid and a hexadecanoic acid.